FC=1C=C(C=CC1F)C1=NN=C(S1)CSC1=CC(=C(OC(C(=O)OCC)C)C=C1)C ethyl 2-(4-(((5-(3,4-difluorophenyl)-1,3,4-thiadiazol-2-yl)methyl)thio)-2-methylphenoxy)propanoate